(S)-3-(2,4-difluoro-2',5,6'-trimethyl-[1,1'-biphenyl]-3-yl)-3-((S)-2-(5-(2-(3-fluoroazetidin-1-yl)ethyl)-3-methyl-2-oxopyrazin-1(2H)-yl)-4-methylpentanamido)propanoic acid FC1=C(C=C(C(=C1[C@H](CC(=O)O)NC([C@H](CC(C)C)N1C(C(=NC(=C1)CCN1CC(C1)F)C)=O)=O)F)C)C1=C(C=CC=C1C)C